FC1=C2CC3=C(C2=CC=C1)C=1C=CC=C(C1C3)F 1,8-difluoro-9,10-dihydroindeno[1,2-a]indene